Iron acetate C(C)(=O)[O-].[Fe+2].C(C)(=O)[O-]